(4-amino-7-fluoroimidazo[1,5-a]quinoxalin-8-yl)((2S,4aS,9aR)-2-methyl-7-(trifluoromethyl)-2,3,9,9a-tetrahydroindeno[2,1-b][1,4]oxazin-4(4aH)-yl)methanone NC=1C=2N(C3=CC(=C(C=C3N1)F)C(=O)N1[C@@H]3[C@H](O[C@H](C1)C)CC=1C=C(C=CC13)C(F)(F)F)C=NC2